tert-butyl-3-{2-chloro-6-fluoro-3-[N-(3-fluoropropanesulfonyl)-3-fluoropropanesulfonamido]phenoxy}2-methyl-6-nitrobenzoate C(C)(C)(C)OC(C1=C(C(=CC=C1[N+](=O)[O-])OC1=C(C(=CC=C1F)N(S(=O)(=O)CCCF)S(=O)(=O)CCCF)Cl)C)=O